3-[(4-Fluorophenoxy)methyl]-4-methyl-2-[2-methyl-5-(6-methylpyridin-3-yl)-1,3-thiazol-4-carbonyl]-2-azabicyclo[3.1.1]heptan FC1=CC=C(OCC2N(C3CC(C2C)C3)C(=O)C=3N=C(SC3C=3C=NC(=CC3)C)C)C=C1